(2-chlorothiazol-5-yl)-4,4-dimethyl-2-(1H-1,2,4-triazol-1-yl)pentan-3-ol ClC=1SC(=CN1)CC(C(C(C)(C)C)O)N1N=CN=C1